OC(C(=O)[O-])C=C hydroxy-vinyl-acetate